2-[(3-methoxyphenyl)methyl]-6-(4-methyl-1,2,3-thiadiazol-5-yl)-2H-pyrazolo[3,4-d]pyrimidin-4-amine COC=1C=C(C=CC1)CN1N=C2N=C(N=C(C2=C1)N)C1=C(N=NS1)C